COC=1C=2N(C=C(C1)B1OC(C(O1)(C)C)(C)C)N=CC2C#N 4-methoxy-6-(4,4,5,5-tetramethyl-1,3,2-dioxaborolan-2-yl)pyrazolo[1,5-a]pyridine-3-carbonitrile